CN1C(N(C=2N=CN(C2C1=O)CC1=CC=C(C=C1)C(C)C)C)=O 1,3-dimethyl-7-{[4-(propan-2-yl)phenyl]methyl}-2,3,6,7-tetrahydro-1H-purine-2,6-dione